N[C@H]1CS(C2=C(N(C1=O)CC1=CC=C(C=C1)Cl)C=C(C(=C2)F)C=2N=NC=C(N2)C(C)(C)C)(=O)=O (3R)-3-amino-7-(5-tert-butyl-1,2,4-triazin-3-yl)-5-[(4-chlorophenyl)methyl]-8-fluoro-1,1-dioxo-2,3-dihydro-1λ6,5-benzothiazepin-4-one